C(C)(C)(C)N1N=NC(=C1)[C@H](C=1C(=NC(=CC1)F)C)NC=1C=C2C(=C(C=NC2=C(C1)Cl)C#N)NCC(C(F)(F)F)(C)C (S)-6-(((1-(tert-butyl)-1H-1,2,3-triazol-4-yl)(6-fluoro-2-methylpyridin-3-yl)methyl)amino)-8-chloro-4-((3,3,3-trifluoro-2,2-dimethylpropyl)amino)quinoline-3-carbonitrile